ClC1=C(OC=2C=CC(=C(C2)S(=O)(=O)NC2CC(C2)NC(=O)C2CC2)O)C(=CC(=C1)N1N=C(C(NC1=O)=O)C(F)F)Cl N-((1s,3s)-3-((5-(2,6-dichloro-4-(6-(difluoromethyl)-3,5-dioxo-4,5-dihydro-1,2,4-triazin-2(3H)-yl)phenoxy)-2-hydroxyphenyl)sulfonamido)cyclobutyl)cyclopropanecarboxamide